F[C@H]1[C@@H]2COC[C@H](CC1=O)N2C(=O)OC(C)(C)C |r| (±)-tert-butyl (1S,5S,6S)-6-fluoro-7-oxo-3-oxa-9-azabicyclo[3.3.1]nonane-9-carboxylate